FC(C)(F)C=1N=CN(C(C1OC=1C(=C(C#N)C=C(C1)C(F)F)F)=O)CC1=C(N=C(NC1=O)C)C 3-((4-(1,1-difluoroethyl)-1-((2,4-dimethyl-6-oxo-1,6-dihydropyrimidin-5-yl)-methyl)-6-oxo-1,6-dihydro-pyrimidin-5-yl)oxy)-5-(difluoromethyl)-2-fluoro-benzonitrile